tert-Butyl (2R,5S)-4-(7-(4-cyanopyridin-2-yl)-5-(trifluoromethyl)-7H-pyrrolo[2,3-d]pyrimidin-4-yl)-2,5-dimethylpiperazine-1-carboxylate C(#N)C1=CC(=NC=C1)N1C=C(C2=C1N=CN=C2N2C[C@H](N(C[C@@H]2C)C(=O)OC(C)(C)C)C)C(F)(F)F